O=C1NC=C(C(N1)=O)C=1C=C(C=2N(N1)C=CN2)N2CC(CC2)CC(=O)NC(C)C 2-(1-(6-(2,4-dioxo-1,2,3,4-tetrahydropyrimidin-5-yl)imidazo[1,2-b]pyridazin-8-yl)pyrrolidin-3-yl)-N-isopropylacetamide